C(C)S(=O)(=O)C=1C=C(OC(C#N)(C)C)C=CC1C1=NC2=C(N=NC(=C2)C(F)(F)F)N1C 2-[3-ethylsulfonyl-4-[7-methyl-3-(trifluoromethyl)imidazo[4,5-c]pyridazin-6-yl]phenoxy]-2-methyl-propanenitrile